(3S)-5,6-dichloro-1'-[(3R,5S)-5-(hydroxymethyl)pyrrolidine-3-carbonyl]-1H-spiro[indol-3,3'-pyrrolidin]-2-one ClC=1C=C2C(=CC1Cl)NC([C@]21CN(CC1)C(=O)[C@H]1CN[C@@H](C1)CO)=O